[Cr](=O)([O-])[O-].[Mn+2].[Fe+2].[Cr](=O)([O-])[O-] iron manganese chromite